FC(C(=O)O)(F)F.C1N(CC12CNC2)C2=NC=C(C=N2)C#CC2=CC1=C(N(C(N1C)=O)C1C(NC(CC1)=O)=O)C=C2 3-(5-((2-(2,6-Diazaspiro[3.3]heptan-2-yl)pyrimidin-5-yl)ethynyl)-3-methyl-2-oxo-2,3-dihydro-1H-benzo[d]imidazol-1-yl)piperidine-2,6-dione trifluoroacetate